OC(CN1N=CC(=C1)C1=CC2=C(OC[C@@H](C(N2C)=O)NC(OC(C)(C)C)=O)C=C1)(C)C tert-butyl (S)-(7-(1-(2-hydroxy-2-methylpropyl)-1H-pyrazol-4-yl)-5-methyl-4-oxo-2,3,4,5-tetrahydrobenzo[b][1,4]oxazepin-3-yl)carbamate